6-((3,3-Difluorocyclobutyl)methoxy)-N-(6-(difluoromethyl)pyridin-2-yl)-2-(tetrahydro-2H-pyran-4-yl)-2H-indazole-5-carboxamide hydrochloride Cl.FC1(CC(C1)COC=1C(=CC2=CN(N=C2C1)C1CCOCC1)C(=O)NC1=NC(=CC=C1)C(F)F)F